NC=1C(=NC(=NC1C1=C2C=NNC2=CC=C1C)C1=C(C=CC=C1)NC(COC)=O)C(=O)N 5-amino-2-[2-[(2-methoxyacetyl)amino]phenyl]-6-(5-methyl-1H-indazol-4-yl)pyrimidine-4-carboxamide